BrC=1N=NN(C1)C1=CC(=CC=C1)Cl 4-Bromo-1-(3-chlorophenyl)-1H-1,2,3-triazole